3,4-bis(henicosan-11-yl) 1-[3-(dimethylamino)propanoyl]pyrrolidine-3,4-dicarboxylate CN(CCC(=O)N1CC(C(C1)C(=O)OC(CCCCCCCCCC)CCCCCCCCCC)C(=O)OC(CCCCCCCCCC)CCCCCCCCCC)C